ClC=1C=C2C(=C(C=NC2=CC1)C(=O)N1CCN(CC1)S(=O)(=O)C)N1CCC(CC1)(C#N)C1=CC=CC=C1 1-(6-Chloro-3-(4-(methylsulfonyl)piperazine-1-carbonyl)quinolin-4-yl)-4-phenylpiperidine-4-carbonitrile